C1(CC1)CC(C(CC1=CC(=C(C=C1)S(=O)(=O)N)F)C(C1=CC=C(C=C1)F)=O)=O 4-[4-cyclopropyl-2-(4-fluorobenzoyl)-3-oxo-butyl]-2-fluoro-benzenesulfonamide